Cyclopropyl-(methoxymethyl)carbamic acid tert-butyl ester C(C)(C)(C)OC(N(COC)C1CC1)=O